5-ethylsulfonyl-6-[6-(trifluoro-methyl)pyrazolo[4,3-c]Pyridin-2-yl]Pyridine C(C)S(=O)(=O)C=1C=CC=NC1N1N=C2C(C=NC(=C2)C(F)(F)F)=C1